4-(3-cyclopropyl-2-ethyl-7-fluoro-2H-indazol-5-yl)-5-fluoro-N-(5-(piperazin-1-ylmethyl)pyridin-2-yl)pyrimidin-2-amine C1(CC1)C=1N(N=C2C(=CC(=CC12)C1=NC(=NC=C1F)NC1=NC=C(C=C1)CN1CCNCC1)F)CC